O=C1NC(CCC1C=1C=CC(=NC1)N1CCC(CC1)CC(=O)O)=O 2-[1-[5-(2,6-dioxo-3-piperidinyl)-2-pyridinyl]-4-piperidinyl]acetic acid